Tert-butyl 4-(3-ethoxy-2-fluoro-3-oxo-propyl)-2,2-dimethyl-oxazolidine-3-carboxylate C(C)OC(C(CC1N(C(OC1)(C)C)C(=O)OC(C)(C)C)F)=O